[Al].[Co].[Al].[Cr] chromium aluminum cobalt aluminum